4,4'-bis(sulfomethyl)-bipyridine S(=O)(=O)(O)CC1=CC(=NC=C1)C1=NC=CC(=C1)CS(=O)(=O)O